C(C)(C)C1=C(NC2=CC=C(C=C12)CCN1CCOCC1)C=1C=C(C(N(C1)C)=O)C 5-(3-Isopropyl-5-(2-morpholinoethyl)-1H-indol-2-yl)-1,3-dimethylpyridin-2(1H)-on